COC([C@H]1CN(CC1)C1=NC=C(C=C1)I)OC (R)-2-(3-(dimethoxymethyl)pyrrolidin-1-yl)-5-iodopyridine